N-(2-acryloxyethyl)-N-benzyl-N,N-dimethyl-ammonium chloride [Cl-].C(C=C)(=O)OCC[N+](C)(C)CC1=CC=CC=C1